tris(ethyl(methyl)amino)hafnium (IV) chloride [Cl-].C(C)N(C)[Hf+](N(CC)C)N(CC)C